(R)-4-(3-(1-(but-2-ynoyl)piperidin-3-yl)-5-methylimidazo[1,5-a]pyrazin-1-yl)-N-(pyridin-2-yl)benzamide C(C#CC)(=O)N1C[C@@H](CCC1)C1=NC(=C2N1C(=CN=C2)C)C2=CC=C(C(=O)NC1=NC=CC=C1)C=C2